FC(C(C)([C@]1(CN(CC1)C(C)(C)C=1C=NC(=CC1)C)CCC=1SC(=CC1)F)NC(OC(C)C)=O)(F)F |o1:4| isopropyl (1,1,1-trifluoro-2-((R or S)-3-(2-(5-fluoro-thiophen-2-yl)ethyl)-1-(2-(6-methylpyridin-3-yl)propan-2-yl)pyrrolidin-3-yl)propan-2-yl)carbamate